C1CCC12CN(C(C2)C(=O)OCC)C(=O)OC(C)(C)C 6-(tert-butyl) 7-ethyl 6-azaspiro[3.4]octane-6,7-dicarboxylate